FC(C(=O)O)(F)F.NCC(CN1N=NN(C1=O)C1=CC=C(S1)C=1C=CC(N(C1)CC)=O)=C(F)F 5-[5-[4-[2-(aminomethyl)-3,3-difluoro-allyl]-5-oxo-tetrazol-1-yl]-2-thienyl]-1-ethyl-pyridin-2-one trifluoroacetate